3-chloro-4-iodo-2-(3-(methoxymethyl)-3-methylazetidin-1-yl)pyridine ClC=1C(=NC=CC1I)N1CC(C1)(C)COC